ClC1=CC(=NC=C1)N1N=NC(=C1)CNC(=O)C=1N=C(SC1)C1=CC=C(C=C1)S(=O)(=O)C (R)-N-((1-(4-Chloropyridin-2-yl)-1H-1,2,3-triazol-4-yl)methyl)-2-(4-(methylsulfonyl)phenyl)thiazole-4-carboxamide